C1(CCCCC1)C[C@@H](N)C(=O)O β-cyclohexyl-D-alanine